CN(C)C1=C(C=CC=N1)[N+](=O)[O-] N,N-dimethyl-3-nitropyridin-2-amine